CC1=CC=C(O1)C1=CC=C(C=C1)C(C=C)=O (E)-4-(5-methylfuran-2-yl)-1-phenylprop-2-en-1-one